1-methyl-3-(2-ethylhexyl)imidazolium 2-ethylhexanoate C(C)C(C(=O)[O-])CCCC.CN1C=[N+](C=C1)CC(CCCC)CC